Tert-butyl (E)-3-(3-fluoro-2-hydroxy-phenyl)prop-2-enoate FC=1C(=C(C=CC1)/C=C/C(=O)OC(C)(C)C)O